IC1=CC=C(C=C1)NC(=S)N N-(4-iodophenyl)thiourea